(E)-4-(((E)-3-(4-acetoxy-3-methoxyphenyl)acryloyl)oxy)-2-fluorobenzyl-3-(4-acetoxy-3-methoxyphenyl)acrylate C(C)(=O)OC1=C(C=C(C=C1)/C=C/C(=O)OC1=CC(=C(COC(\C=C\C2=CC(=C(C=C2)OC(C)=O)OC)=O)C=C1)F)OC